4-(2-(4-((R)-3,10-dibromo-8-chloro-6,11-dihydro-5H-benzo[5,6]cyclohepta[1,2-b]pyridin-11-yl)piperidin-1-yl)-1-fluoro-2-oxoethyl)piperidine-1-carboxamide BrC=1C=C2C(=NC1)[C@@H](C1=C(CC2)C=C(C=C1Br)Cl)C1CCN(CC1)C(C(F)C1CCN(CC1)C(=O)N)=O